5-chloro-7-((4-(pyridin-2-yl)benzyl)amino)pyrazolo[1,5-a]pyrimidine-3-carbonitrile ClC1=NC=2N(C(=C1)NCC1=CC=C(C=C1)C1=NC=CC=C1)N=CC2C#N